N-(9,12-octadecadienoyl)valine C(CCCCCCCC=CCC=CCCCCC)(=O)N[C@@H](C(C)C)C(=O)O